The molecule is a non-proteinogenic alpha-amino acid that is tyrosine phosphorylated at the phenolic hydroxy group. It is an O-phosphoamino acid, a tyrosine derivative, a non-proteinogenic alpha-amino acid and an aromatic amino acid. It is a conjugate acid of an O(4)-phosphonatotyrosine(2-). C1=CC(=CC=C1CC(C(=O)O)N)OP(=O)(O)O